N-(5,5-difluoro-1-methyl-3-piperidinyl)-2,2,2-trifluoro-N-(1-methylpyrazol-4-yl)acetamide FC1(CC(CN(C1)C)N(C(C(F)(F)F)=O)C=1C=NN(C1)C)F